OC(CN1CCC(CC1)NC1=C2C=C(N(C2=CC=C1)CC(F)(F)F)C#CCNC1=C(C=C(C(=O)NC)C=C1)OCCOC)COC 4-{[3-(4-{[1-(2-hydroxy-3-methoxypropyl)piperidin-4-yl]amino}-1-(2,2,2-trifluoroethyl)-1H-indol-2-yl)prop-2-yn-1-yl]amino}-3-(2-methoxyethoxy)-N-methylbenzamide